isoquinolin-4-yl-boric acid C1=NC=C(C2=CC=CC=C12)OB(O)O